(S)-1-(2-(4-(5-(3-cyano-5-fluorophenyl)-4,5-dihydro-1H-pyrazole-1-carbonyl)piperazin-1-yl)-5-fluoropyrimidin-4-yl)-5-methyl-1H-1,2,4-triazole-3-carboxylic acid C(#N)C=1C=C(C=C(C1)F)[C@@H]1CC=NN1C(=O)N1CCN(CC1)C1=NC=C(C(=N1)N1N=C(N=C1C)C(=O)O)F